β-ketodecanoyl-CoA O=C(C(=O)SCCNC(CCNC([C@@H](C(COP(OP(OC[C@@H]1[C@H]([C@H]([C@@H](O1)N1C=NC=2C(N)=NC=NC12)O)OP(=O)(O)O)(=O)O)(=O)O)(C)C)O)=O)=O)CCCCCCCC